tert-butyl (2s,4s)-2-[(5-chloro-2,4-difluorophenyl) (methyl) carbamoyl]-4-cyanopyrrolidine-1-carboxylate ClC=1C(=CC(=C(C1)N(C(=O)[C@H]1N(C[C@H](C1)C#N)C(=O)OC(C)(C)C)C)F)F